FC(C=1C=C(C(=NC1)C(=O)NN1CCCCC1)NC1COC1)(F)F N-[5-trifluoromethyl-3-(oxetan-3-ylamino)pyridine-2-carbonyl]amino-piperidine